2-(2-fluorobenzyl)-6-(pyridin-3-yl)isoquinolin-1(2H)-one FC1=C(CN2C(C3=CC=C(C=C3C=C2)C=2C=NC=CC2)=O)C=CC=C1